N[C@H](C(=O)NC1=CC=C(C(=O)O)C=C1)CC1=CC(=CC=C1)N1C(CCC1)=O (S)-4-(2-amino-3-(3-(2-oxopyrrolidin-1-yl)phenyl)propionamido)benzoic acid